C(CCCCCCC)(=O)[O-].C(CCCCCCC)(=O)[O-].[Sn+2] Tin dioctanoate